CC1=CC=C(C=C1)S(=O)(=O)OC1CN(CCC1)C1=CC=C(C=C1)C(NC1CCC(CC1)OC1=CC(=C(C=C1)C#N)Cl)=O 1-(4-(((1r,4r)-4-(3-chloro-4-cyanophenoxy)cyclohexyl)carbamoyl)phenyl)piperidin-3-yl 4-methylbenzenesulfonate